C(C1=CC=CC=C1)OC=1C(C(=CN2N3[C@@H](C[C@H]([C@@H](N(C(C21)=O)C3)C)O)C)C(=O)NCC3=C(C=C(C=C3)F)F)=O (1S,2R,4R,5S)-8-(benzyloxy)-N-(2,4-difluorobenzyl)-4-hydroxy-2,5-dimethyl-7,9-dioxo-2,3,4,5,7,9-hexahydro-1,6-methanopyrido[1,2-b][1,2,5]triazonine-10-carboxamide